holmium trioxide aluminum [Al+3].[O-2].[O-2].[O-2].[Ho+3]